(R)-N-(3-(N-(1-aminocyclobutane-1-carbonyl)-S-methylsulfonimidoyl)phenyl)-3-(4,4-difluoroazepan-1-yl)-5-methyl-6-(trifluoromethyl)pyridazine-4-carboxamide NC1(CCC1)C(=O)N=[S@@](=O)(C)C=1C=C(C=CC1)NC(=O)C1=C(N=NC(=C1C)C(F)(F)F)N1CCC(CCC1)(F)F